C(C)(C)(C)OC(=O)N1CCC(CC1)C1=NC=CC(=C1)CNC.CC1(C2=CC=CC=C2C=2C=CC(=CC12)N(C1=CC=CC=C1)C1=CC=C(C=C1)C1=CC=C(C=C1)N(C1=CC=2C(C3=CC=CC=C3C2C=C1)(C)C)C1=CC=CC=C1)C 4,4'-bis[N-(9,9-dimethylfluoren-2-yl)-N-phenylamino]biphenyl tert-butyl-4-(4-((methylamino)methyl)pyridin-2-yl)piperidine-1-carboxylate